methyl 3-((1R,3S)-1-(5-chloro-2,4-difluorobenzyl)-3-(methylsulfonamido)cyclopentyl)-1,2,4-thiadiazole-5-carboxylate ClC=1C(=CC(=C(C[C@]2(C[C@H](CC2)NS(=O)(=O)C)C2=NSC(=N2)C(=O)OC)C1)F)F